FC(CCCI)(F)F trifluoro-4-iodobutane